4-amino-7-(5-{[(3R,4S)-1-(3,3-difluorocyclobutanecarbonyl)-4-fluoropyrrolidin-3-yl]carbamoyl}-6-methoxypyridin-3-yl)pyrrolo[2,1-f][1,2,4]triazin-5-yl 4-methylbenzene-1-sulfonate CC1=CC=C(C=C1)S(=O)(=O)OC=1C=C(N2N=CN=C(C21)N)C=2C=NC(=C(C2)C(N[C@@H]2CN(C[C@@H]2F)C(=O)C2CC(C2)(F)F)=O)OC